C[S+](CCCCCCCCCC[S+](C)C)C decamethylenebis(dimethyl-sulfonium)